1-((2R,3R,4S,5R)-3,4-dihydroxy-5-((phosphonooxy)methyl)tetrahydrofuran-2-yl)-3-(tetradecylcarbamoyl)pyridin-1-ium O[C@H]1[C@@H](O[C@@H]([C@H]1O)COP(=O)(O)O)[N+]1=CC(=CC=C1)C(NCCCCCCCCCCCCCC)=O